C(#N)N1CC(CC1)CC(=O)NC=1SC(=NN1)C1=CC=CC=C1 2-(1-cyanopyrrolidin-3-yl)-N-(5-phenyl-1,3,4-thiadiazol-2-yl)acetamide